4-methyl-2-phenyl-2H-pyran CC1=CC(OC=C1)C1=CC=CC=C1